(1R,2S)-2-(methoxycarbonyl)cyclohexane-1-formic acid COC(=O)[C@@H]1[C@@H](CCCC1)C(=O)O